pseudouridin triphosphate P(O)(=O)(OP(=O)(O)OP(=O)(O)O)OC[C@@H]1[C@H]([C@H]([C@@H](O1)C1=CNC(=O)NC1=O)O)O